NC1(CC(=C(C=C1)C=1C(=CC=CC1)C(=O)O)C(=O)O)N 4,4-diaminobiphenyl-2,2'-dicarboxylic acid